1-(3-(2H-benzo[d][1,2,3]triazol-2-yl)-2-hydroxy-5-methylbenzyl)-5-(4-(dimethylamino)benzylidene)-3-methylimidazole-2,4-dione N=1N(N=C2C1C=CC=C2)C=2C(=C(CN1C(N(C(C1=CC1=CC=C(C=C1)N(C)C)=O)C)=O)C=C(C2)C)O